COC(NC1=NC=CC(=C1)C1=CC(=C(C=C1)OC[C@@](CC(C)C)(C)N)C#N)=O (S)-(4-(4-((2-amino-2,4-dimethylpentyl)oxy)-3-cyanophenyl)pyridin-2-yl)carbamic acid methyl ester